5-(3-Fluoropiperidin-4-yl)-5-azaspiro[2.5]octane hydrochloride Cl.FC1CNCCC1N1CC2(CC2)CCC1